tert-Butyl (4-((Diethoxyphosphoryl)methyl)phenyl)(propyl)-carbamate C(C)OP(=O)(OCC)CC1=CC=C(C=C1)N(C(OC(C)(C)C)=O)CCC